BrC1=NC=CC(=C1OCCC=C)Cl 2-bromo-3-(but-3-en-1-yloxy)-4-chloropyridine